N-[3-(aminocarbonyl)-2-thienyl]-2-thiophenecarboxamide NC(=O)C1=C(SC=C1)NC(=O)C=1SC=CC1